(2-amino-6-chloro-phenyl)-(2-chloro-6-fluoro-phenyl)methanone NC1=C(C(=CC=C1)Cl)C(=O)C1=C(C=CC=C1F)Cl